1,14-Dichloro-3,6,9,12-tetraoxatetradecan ClCCOCCOCCOCCOCCCl